meta-fluorostyrene FC=1C=C(C=C)C=CC1